6-chloro-1-cyclobutyl-3-ethyl-N-[(4-fluorophenyl)methyl]pyrazolo[3,4-d]pyrimidin-4-amine ClC1=NC(=C2C(=N1)N(N=C2CC)C2CCC2)NCC2=CC=C(C=C2)F